C12(CCC(C1)C2)CNCC=2NC1=CC(=CC=C1C2)CNC(=O)C=2N=C1N(C(C2)=O)C=CC=C1 N-[(2-{[({bicyclo[2.1.1]hexan-1-yl}methyl)amino]methyl}-1H-indol-6-yl)methyl]-4-oxo-4H-pyrido[1,2-a]pyrimidine-2-carboxamide